C1(=CC=C(C=C1)C1=NC2=C3N=C(C=CC3=CC=C2C=C1)C1=CC=CC=C1)C1=CC=C(C=C1)C1=NC2=C3N=C(C=CC3=CC=C2C=C1)C1=CC=CC=C1 biphenyl-4,4'-diylbis(9-phenyl-1,10-phenanthroline)